(3S,4R)-3-cyclohexyl-4-(4-(4-(dimethoxymethyl)piperidin-1-yl)phenyl)-3-methylisochroman-7-ol C1(CCCCC1)[C@@]1(OCC2=CC(=CC=C2[C@H]1C1=CC=C(C=C1)N1CCC(CC1)C(OC)OC)O)C